NC=1C(=NC(=C(N1)F)Br)C=1C=C2C(=CNC(C2=C(C1)F)=O)C 6-(3-amino-6-bromo-5-fluoropyrazin-2-yl)-8-fluoro-4-methylisoquinolin-1(2H)-one